7-[4-(3-chloropropoxy)phenoxy]-1-methyl-indazole-5-carboxamide ClCCCOC1=CC=C(OC=2C=C(C=C3C=NN(C23)C)C(=O)N)C=C1